C1(=CC=CC=C1)N1N=C(C=2C1=NC(=NC2)S)C2=CC=CC=C2 1,3-diphenyl-1H-pyrazolo[3,4-d]pyrimidine-6-thiol